3-phenethyl-2-selenoxoimidazolidin-4-one C(CC1=CC=CC=C1)N1C(NCC1=O)=[Se]